CC1CC2(N(C(C1)C2)C(=O)NC2=CC(=C(C=C2)C(F)(F)F)C2=NN(N=C2)C)C=2OC(=NN2)C 3-methyl-1-(5-methyl-1,3,4-oxadiazol-2-yl)-N-(3-(2-methyl-2H-1,2,3-triazol-4-yl)-4-(trifluoromethyl)phenyl)-6-azabicyclo[3.1.1]heptane-6-carboxamide